N[C@H](CC1=C(C=2N=NC=C(C2S1)NC=1SC=CC1)C)C 6-[(2S)-2-aminopropyl]-7-methyl-N-(thiophen-2-yl)thieno[3,2-c]pyridazin-4-amine